1-(6-(cyclopropylmethoxy)-2,3-difluoroBenzyl)-4-fluoro-6-methoxy-N1-methylbenzene-1,3-diamine C1(CC1)COC1=CC=C(C(=C1CC1(CC(=C(C=C1OC)F)N)NC)F)F